N,2-dimethyl-N-[4-methyl-2-(3-pyridinyl)thiazol-5-yl]-3-methylthiopropanamide CN(C(C(CC)C)=S)C1=C(N=C(S1)C=1C=NC=CC1)C